C[Si](N(C)C)(N(C)C)CCCCCCCCCCCCCCCCCC methyl-octadecyl-di(dimethylamino)silane